CC1=CC=C(C=C1)OC(=O)N1CC2=CC(=CC=C2C1)C(=O)N1CC2=CC=CC=C2C[C@H]1C 6-[(3R)-3-methyl-1,2,3,4-tetrahydroisoquinoline-2-carbonyl]-2,3-dihydro-1H-isoindole-2-carboxylic acid 4-methylphenyl ester